(3-(2,3-dihydrobenzo[b][1,4]dioxin-6-yl)-2-methylphenyl)methanol O1C2=C(OCC1)C=C(C=C2)C=2C(=C(C=CC2)CO)C